(1-(4-chloropyridin-3-yl)piperidin-3-yl)(methyl)carbamic acid tert-butyl ester C(C)(C)(C)OC(N(C)C1CN(CCC1)C=1C=NC=CC1Cl)=O